C(C)(C)(C)OC(=O)N1C(CC1)N1CCN(CC1)C1=CC2=C(N(C(N2C)=O)C2C(NC(CC2)=O)=O)C=C1 (4-(1-(2,6-Dioxopiperidin-3-yl)-3-methyl-2-oxo-2,3-dihydro-1H-benzo[d]imidazol-5-yl)piperazin-1-yl)azetidine-1-carboxylic acid tert-butyl ester